N1(CCNCC1)CCCNC(N)=O 3-(3-(piperazine-1-yl)propyl)urea